(S)-2-Methyl-5-((1-methylazetidin-2-yl)methoxy)-N-(3-(7-(2-methyloxazol-5-yl)quinolin-5-yl)oxetan-3-yl)benzamide CC1=C(C(=O)NC2(COC2)C2=C3C=CC=NC3=CC(=C2)C2=CN=C(O2)C)C=C(C=C1)OC[C@H]1N(CC1)C